5-(3-(2-amino-[1,2,4]triazolo[1,5-a]pyridin-7-yl)-6-chloro-2-fluorophenoxy)-2-(4-chlorophenyl)-3,3-difluoropentan-2-ol NC1=NN2C(C=C(C=C2)C=2C(=C(OCCC(C(C)(O)C3=CC=C(C=C3)Cl)(F)F)C(=CC2)Cl)F)=N1